formyl-4-bromoaniline C(=O)NC1=CC=C(C=C1)Br